O[C@@H]1C[C@@]23N4C(=C(C(C(=C14)C(=O)NCC1=C(C=C(C=C1F)F)F)=O)O)C(N(CCCC2)C3)=O (6aS,8R)-8,11-dihydroxy-1,10-dioxo-N-(2,4,6-trifluorobenzyl)-1,3,4,5,6,7,8,10-octahydro-2,6a-methano[1,4]diazonino[9,1,2-cd]indolizine-9-carboxamide